4-(2-((R or S)-2-(2-isopropylphenyl)-4-(4-methoxybenzyl)piperazin-1-yl)-7-azaspiro[3.5]nonan-7-yl)benzamide C(C)(C)C1=C(C=CC=C1)[C@H]1N(CCN(C1)CC1=CC=C(C=C1)OC)C1CC2(C1)CCN(CC2)C2=CC=C(C(=O)N)C=C2 |o1:9|